6-phenyl-2-{[3-(trifluoromethyl)phenyl]amino}-3,4-dihydropyrimidin-4-one C1(=CC=CC=C1)C1=CC(NC(=N1)NC1=CC(=CC=C1)C(F)(F)F)=O